(E)-4-(3-(4-(((2-(4-(3,5-dimethylisoxazol-4-yl)phenyl)cyclopropyl)amino)methyl)piperidin-1-yl)-3-oxoprop-1-en-1-yl)-N-hydroxybenzamide TFA Salt OC(=O)C(F)(F)F.CC1=NOC(=C1C1=CC=C(C=C1)C1C(C1)NCC1CCN(CC1)C(/C=C/C1=CC=C(C(=O)NO)C=C1)=O)C